C(C)OC(=O)C=1N(C=C(C(C1C(=O)OCC)=O)C(=O)OCC)C1=CC=C(C=C1)F Triethyl-1-(4-fluorophenyl)-4-oxo-1,4-dihydropyridine-2,3,5-tricarboxylate